N7-(3-((3aR,4R,9bR)-4-(hydroxymethyl)-1-tosyl-2,3,3a,4,5,9b-hexahydro-1H-pyrrolo[3,2-c]quinolin-8-yl)phenyl)heptanediamide OC[C@@H]1NC=2C=CC(=CC2[C@H]2[C@@H]1CCN2S(=O)(=O)C2=CC=C(C)C=C2)C=2C=C(C=CC2)NC(CCCCCC(=O)N)=O